FC1=CC=C(C=C1)C(C(=O)NC1=NC=CC(=C1)C1=C(C=2C(N(C=C(C2N1)C)C)=O)C1=CC=C(C=C1)F)C (-)-2-(4-fluorophenyl)-N-{4-[3-(4-fluorophenyl)-5,7-dimethyl-4-oxo-4,5-dihydro-1H-pyrrolo[3,2-c]pyridin-2-yl]pyridin-2-yl}propanamide